C=C1SC=CC1C1C(N(C(C1)=O)CCCCCCC(=O)NO)=O (E)-7-(3-(2-methylenethienyl)-2,5-dioxopyrrolidinyl)-N-hydroxyheptanamide